(1R,2S,5S)-N-[(8-chloro-4-deuterio-phthalazin-1-yl)-cyano-methyl]-3-[(2S)-3,3-dimethyl-2-[(2,2,2-trifluoroacetyl)amino]butanoyl]-6,6-dimethyl-3-azabicyclo[3.1.0]hexane-2-carboxamide ClC=1C=CC=C2C(=NN=C(C12)C(NC(=O)[C@@H]1[C@H]2C([C@H]2CN1C([C@H](C(C)(C)C)NC(C(F)(F)F)=O)=O)(C)C)C#N)[2H]